COC1=C(C=CC(=C1)OC)CNC(=O)C1=CC2=C(C(=N1)C1=NC(=NN1C)C1=CC(=NN1CCCO)C)C=NN2C N-[(2,4-dimethoxyphenyl)methyl]-4-{3-[1-(3-hydroxypropyl)-3-methyl-1H-pyrazol-5-yl]-1-methyl-1H-1,2,4-triazol-5-yl}-1-methyl-1H-pyrazolo[4,3-c]pyridine-6-carboxamide